4-(bicyclo[1.1.1]pentan-1-ylamino)-2-((1R,3S)-3-hydroxycyclohexylamino)pyrimidine-5-carboxamide C12(CC(C1)C2)NC2=NC(=NC=C2C(=O)N)N[C@H]2C[C@H](CCC2)O